C(CCCCCCC\C=C/C[C@H](O)CCCCCC)(=O)N Ricinoleamide